1-(5,8-Dichloro-6,7-dihydroxy-3,4-dihydroisoquinolin-2(1H)-yl)-2-(6-(trifluoromethyl)pyridin-3-ylthio)ethanone ClC1=C2CCN(CC2=C(C(=C1O)O)Cl)C(CSC=1C=NC(=CC1)C(F)(F)F)=O